methyl 2-(1-(O-((2-oxabicyclo[2.2.2]octan-4-yl)methyl)-N-(((4-nitrobenzyl)oxy) carbonyl)-L-threonyl)piperidin-4-yl)benzoate C12OCC(CC1)(CC2)CO[C@@H]([C@H](NC(=O)OCC2=CC=C(C=C2)[N+](=O)[O-])C(=O)N2CCC(CC2)C2=C(C(=O)OC)C=CC=C2)C